NC1=NC(=CC(=N1)N1CCC2(C[C@H](NC2)C(=O)OCC)CC1)O[C@@H](C(F)(F)F)C1=C(C=C(C=C1)Cl)N1N=C(C=C1)C (S)-ethyl 8-(2-amino-6-((R)-1-(4-chloro-2-(3-methyl-1H-pyrazol-1-yl)phenyl)-2,2,2-trifluoroethoxy)pyrimidin-4-yl)-2,8-diazaspiro[4.5]decane-3-carboxylate